OC1=CC(=C(C=C1)N1CCN(CC1)C(=O)OC(C)(C)C)C tert-butyl 4-(4-hydroxy-2-methyl-phenyl)piperazine-1-carboxylate